(R)-2-((1-(3,7-dimethyl-2-(4-(1-methyl-1H-pyrazole-4-carbonyl)piperazin-1-yl)-4-oxo-4H-pyrido[1,2-a]pyrimidin-9-yl)ethyl)amino)benzoic acid CC1=C(N=C2N(C1=O)C=C(C=C2[C@@H](C)NC2=C(C(=O)O)C=CC=C2)C)N2CCN(CC2)C(=O)C=2C=NN(C2)C